1-(3-((2-(methylsulfinyl)-5-(trifluoromethyl)pyrimidin-4-yl)amino)propyl)piperidin-2-one CS(=O)C1=NC=C(C(=N1)NCCCN1C(CCCC1)=O)C(F)(F)F